C(=C)C1=C(C=CC=C1C(=O)OC)C1=CC=CC=C1 methyl 2-vinyl-[1,1'-biphenyl]-3-carboxylate